COC1=C(C(=CC(=C1)C)C)C1=CC=C2C=CC(=NC2=N1)C1CN(CCN1)C(=O)OC(C)(C)C tert-butyl 3-[7-(2-methoxy-4,6-dimethyl-phenyl)-1,8-naphthyridin-2-yl]piperazine-1-carboxylate